benzyl 1-[(1-tert-butoxycarbonylazetidin-3-yl)methyl]-1-(2-tert-butoxy-2-oxo-ethyl)piperidin-1-ium-4-carboxylate formate C(=O)[O-].C(C)(C)(C)OC(=O)N1CC(C1)C[N+]1(CCC(CC1)C(=O)OCC1=CC=CC=C1)CC(=O)OC(C)(C)C